C1(=CC=CC=C1)N1C(=S)N(C(=O)CC1=O)C1=CC=CC=C1 1,3-diphenylthiobarbituric acid